N-(3-((1H-pyrazol-4-yl)methylene)-2-oxoindolin-5-yl)-4-methylbenzenesulfonamide N1N=CC(=C1)C=C1C(NC2=CC=C(C=C12)NS(=O)(=O)C1=CC=C(C=C1)C)=O